ClC1N(CC(N1C)Cl)C 2-chloro-1,3-dimethylchloroimidazoline